C(C)N(C/C=C/S(=O)(=O)NC(NC1=C2CCCC2=CC=2CCCC12)=O)C (E)-3-(ethyl(methyl)amino)-N-((1,2,3,5,6,7-hexahydro-s-indacen-4-yl)carbamoyl)prop-1-ene-1-sulfonamide